1-benzyl-N5-cyclobutyl-N3-ethyl-2-oxo-1,2-dihydropyridine-3,5-dicarboxamide C(C1=CC=CC=C1)N1C(C(=CC(=C1)C(=O)NC1CCC1)C(=O)NCC)=O